Cl.FC(C1=NC=C(C=N1)C(=N)N)(F)F 2-(trifluoromethyl)pyrimidine-5-carboxamidine hydrochloride